C1(=CC=CC=C1)C1=NC=CC[C@H]1C1=CC(=CC=C1)C(=O)OC Phenyl-(S)-3-(3-(methoxycarbonyl)phenyl)-3,4-dihydropyridine